N-tert-butyl-decahydro-2-[2(R)-hydroxy-4-phenyl-3(S)-[[N-(2-quinolylcarbonyl)-L-asparaginyl]-amino]butyl]-(4aS,8aS)-isoquinoline-3(S)-carboxamide C(C)(C)(C)NC(=O)[C@H]1N(C[C@H]2CCCC[C@H]2C1)C[C@H]([C@H](CC1=CC=CC=C1)NC([C@@H](NC(=O)C1=NC2=CC=CC=C2C=C1)CC(N)=O)=O)O